O=C1NC(CCC1N1C(C2=CC=CC(=C2C1)NCCCNC(OC(C)(C)C)=O)=O)=O tert-butyl (3-((2-(2,6-dioxopiperidin-3-yl)-1-oxoisoindolin-4-yl)amino)propyl)carbamate